P(=O)(O)(O)F.CN(C(=O)N(C)C)C N,N,N',N'-tetramethylurea Fluorophosphate